[Na].[Na].C=1(C(=CC=CC1)C=1C(=CC=CC1)O)O 2,2'-biphenol disodium